N-({6-bromo-1-[(2,6-difluorophenyl)methyl]-3-(6-methoxypyridazin-3-yl)-2,4-dioxothieno[2,3-d]pyrimidin-5-yl}methyl)-N-methylacetamide BrC1=C(C2=C(N(C(N(C2=O)C=2N=NC(=CC2)OC)=O)CC2=C(C=CC=C2F)F)S1)CN(C(C)=O)C